C1=CC=C(C=C1)COC[C@H](CO)OCC2=CC=CC=C2 (S)-(-)-2,3-dibenzyloxy-1-propanol